2-propenyl 4-oxobutanoate O=CCCC(=O)OCC=C